sulfonyl-phenylmethane S(=O)(=O)=CC1=CC=CC=C1